7-methyl-6-(1-((6-methylbenzo[d][1,3]dioxol-5-yl)sulfonyl)piperidin-4-yl)-[1,2,4]triazolo[1,5-b]pyridazine CC1=CC=2N(N=C1C1CCN(CC1)S(=O)(=O)C1=CC3=C(OCO3)C=C1C)N=CN2